C(=O)O.N1CC(CCC1)C#N piperidine-3-carbonitrile formate salt